5H-imidazo[5,1-a]isoindol-5-ethanol C=1N=CN2C1C1=CC=CC=C1C2CCO